NC1=NNC(C2=C1N(N=C2C(C(F)(F)F)C)C2=CC=C(CNC(C1=C(C=CC(=C1)F)OC)=O)C=C2)=O N-(4-(7-amino-4-oxo-3-(1,1,1-trifluoropropan-2-yl)-4,5-dihydro-1H-pyrazolo[3,4-d]pyridazin-1-yl)benzyl)-5-fluoro-2-methoxybenzamide